CC(CC)NNC(CC#N)=O N-(2-butylamino)-2-cyanoacetamide